methacryloyl-oxy-butyldiethoxymethyl-silane C(C(=C)C)(=O)O[SiH](C(OCC)OCC)CCCC